5-tert-butyl-N-phenyl-1,3,4-thiadiazole-2-amine C(C)(C)(C)C1=NN=C(S1)NC1=CC=CC=C1